1,8-dicyanoperfluorooctane C(#N)C(C(C(C(C(C(C(C(C#N)(F)F)(F)F)(F)F)(F)F)(F)F)(F)F)(F)F)(F)F